4-(4-acryloylpiperazin-1-yl)-6-chloro-8-fluoro-7-(2-fluoro-6-hydroxyphenyl)quinoline-3-carbonitrile C(C=C)(=O)N1CCN(CC1)C1=C(C=NC2=C(C(=C(C=C12)Cl)C1=C(C=CC=C1O)F)F)C#N